4-(p-methylphenyl)but-3-en-2-one CC1=CC=C(C=C1)C=CC(C)=O